C(CCCC)C1CCCC1=O 5-pentylcyclopentan-1-one